2-methoxyethyl (1S,2R,5R)-3-((6-(4-(difluoromethoxy) phenoxy) pyridin-3-yl) sulfonyl)-2-(((tetrahydro-2H-pyran-2-yl) oxy) carbamoyl)-3,8-diazabicyclo[3.2.1]octane-8-carboxylate FC(OC1=CC=C(OC2=CC=C(C=N2)S(=O)(=O)N2[C@H]([C@@H]3CC[C@H](C2)N3C(=O)OCCOC)C(NOC3OCCCC3)=O)C=C1)F